ethyl 2-(3-acetyl-2-chloro-phenyl)-2,2-difluoroacetate C(C)(=O)C=1C(=C(C=CC1)C(C(=O)OCC)(F)F)Cl